N-[6-(2,2-Difluoroethoxy)-5-fluoro-2-methoxypyridin-3-yl]-6-(difluoromethoxy)-1H-indol-3-sulfonamid FC(COC1=C(C=C(C(=N1)OC)NS(=O)(=O)C1=CNC2=CC(=CC=C12)OC(F)F)F)F